FC=1C(=C(C=CC1)NC(=S)C=1C(NCCC1NCC1=NC=NC=C1OCCOC)=O)OC N-(3-fluoro-2-methoxyphenyl)-4-([[5-(2-methoxyethoxy)pyrimidin-4-yl]methyl]amino)-2-oxo-5,6-dihydro-1H-pyridine-3-carbothioamide